N[C@@]1(CN(CC1)C=1C(=NC=CC1C(=O)NC1CCCCC1)C1=CC(=CC(=C1)F)F)C 3-[(3S)-3-amino-3-methylpyrrolidin-1-yl]-N-cyclohexyl-2-(3,5-difluorophenyl)pyridine-4-carboxamide